ClC=1C=C(C=CC1C#N)N1C=NC2=C1C(OC(C2)(C(=O)O)C)=O 3-(3-Chloro-4-cyano-phenyl)-6-methyl-4-oxo-3,4,6,7-tetrahydro-pyrano[3,4-d]imidazole-6-carboxylic acid